BrC1=C2C(=CNC2=CC=C1)C=O 4-bromoindole-3-carboxaldehyde